BrC1=NNC(=C1)NC(C1=C(N=C(C=C1)C(F)(F)F)Cl)=O N-(3-bromo-1H-pyrazol-5-yl)-2-chloro-6-(trifluoromethyl)nicotinamide